FC(C1=C(N=NC(=C1C(F)F)NC1CC(C1)(C)O)C1=C(C=O)C=CC=C1OCOCC)F (4,5-bis(difluoromethyl)-6-(((cis)-3-hydroxy-3-methylcyclobutyl)amino)pyridazin-3-yl)-3-(ethoxymethoxy)benzaldehyde